(6aR,7R,10aS)-4-(4-chlorophenyl)-7,10a-dimethyl-8-oxo-2-(pyridin-4-yl)-5,6,6a,7,8,10a-hexahydrobenzo[h]quinazoline-9-carbonitrile ClC1=CC=C(C=C1)C1=NC(=NC=2[C@]3([C@H](CCC12)[C@H](C(C(=C3)C#N)=O)C)C)C3=CC=NC=C3